[5-amino-7-bromo-2-methyl-3-(2,2,3,3-tetramethyl-4-oxa-3-silahept-6-yn-7-yl)indazol-6-yl](2-chloro-5-fluorophenyl)methanone NC1=CC2=C(N(N=C2C(=C1C(=O)C1=C(C=CC(=C1)F)Cl)Br)C)C#CCO[Si](C(C)(C)C)(C)C